4-(6-(4-(2-fluoro-6-methoxyphenyl)-1-oxo-1,3-dihydro-2H-pyrrolo[3,4-c]pyridin-2-yl)pyridin-3-yl)piperazine-1-carboxamide FC1=C(C(=CC=C1)OC)C1=NC=CC2=C1CN(C2=O)C2=CC=C(C=N2)N2CCN(CC2)C(=O)N